C1(=CC=CC=C1)C(O)(C1C(OCO1)C(O)(C1=CC=CC=C1)C1=CC=CC=C1)C1=CC=CC=C1 tetraphenyl-1,3-dioxolan-4,5-dimethanol